3-(6-(8-((1-((1s,3s)-adamantan-1-yl)ethyl)amino)octyl)-2-methyl-4-oxoquinazoline-3(4H)-yl)piperidine-2,6-dione C12(CC3CC(CC(C1)C3)C2)C(C)NCCCCCCCCC=2C=C3C(N(C(=NC3=CC2)C)C2C(NC(CC2)=O)=O)=O